3-(6-methylpyridin-2-yl)-2,5-bis(9-phenyl-9H-carbazol-1-yl)-4,6-bis(5H-pyrido[3,2-b]indol-5-yl)benzonitrile CC1=CC=CC(=N1)C=1C(=C(C#N)C(=C(C1N1C2=C(C=3C=CC=CC13)N=CC=C2)C2=CC=CC=1C3=CC=CC=C3N(C21)C2=CC=CC=C2)N2C1=C(C=3C=CC=CC23)N=CC=C1)C1=CC=CC=2C3=CC=CC=C3N(C12)C1=CC=CC=C1